N1=C(C=CC=C1)C1(NC=CC=C1)N 2'-bipyridylamine